(1R,3S,5R)-2-(2-(4-amino-7-methoxy-9H-pyrimido[4,5-b]indol-9-yl)acetyl)-N-(6-bromo-3-methylpyridin-2-yl)-5-methyl-2-azabicyclo[3.1.0]hexane-3-carboxamide NC1=NC=NC=2N(C3=CC(=CC=C3C21)OC)CC(=O)N2[C@@H]1C[C@@]1(C[C@H]2C(=O)NC2=NC(=CC=C2C)Br)C